tert-butyl (2S,4R)-2-(((tert-butyldimethylsilyl)oxy)methyl)-4-hydroxypyrrolidine-1-carboxylate [Si](C)(C)(C(C)(C)C)OC[C@H]1N(C[C@@H](C1)O)C(=O)OC(C)(C)C